Cl(=O)(=O)(=O)[O-].[Cu+2].N1N=CC(=C1)C(=O)N.Cl(=O)(=O)(=O)[O-] 1H-pyrazole-4-carboxamide copper perchlorate